FC(C1=NN=C(S1)N1N=CC2=CC=C(C=C12)S(=O)(=O)Cl)F 1-[5-(difluoromethyl)-1,3,4-thiadiazol-2-yl]indazole-6-sulfonyl chloride